NC=1N=C(C2=C(N1)\C(\N(C2=O)CCC)=C/C2=CC=CC=C2)C=2OC(=CC2)C (E)-2-amino-6-propyl-4-(5-methylfuran-2-yl)-7-phenylmethylene-6,7-dihydro-5H-pyrrolo[3,4-d]pyrimidin-5-one